FC([C@H]1N(C(OC1)=O)C=1N=C2N(CCOC3=C2C=CC(=C3)N[C@H](C(=O)N)OC)C1)F (S)-2-((2-((S)-4-(Difluoromethyl)-2-oxooxazolidin-3-yl)-5,6-dihydrobenzo[f]imidazo[1,2-d][1,4]oxazepin-9-yl)amino)-2-methoxyacetamide